tert-butyl (2S,3S,5S)-2-fluoro-3-{[3-(4-fluoro-7-methoxy-2-methyl-1-oxoisoquinolin-6-yl)-1,2,4-triazin-6-yl] (methyl)amino}-8-azabicyclo[3.2.1]octane-8-carboxylate F[C@@H]1C2CC[C@@H](C[C@@H]1N(C)C1=CN=C(N=N1)C=1C=C3C(=CN(C(C3=CC1OC)=O)C)F)N2C(=O)OC(C)(C)C